FC(CCOS(=O)(=O)C1=CC=C(C=C1)C)(F)F 4-methylbenzenesulfonic acid 3,3,3-trifluoropropyl ester